2,2'-Bis(trifluoromethylphenyl)4,4'-diaminobiphenyl FC(F)(F)C1=C(C=CC=C1)C1=C(C=CC(=C1)N)C1=C(C=C(C=C1)N)C1=C(C=CC=C1)C(F)(F)F